F[C@H]1C[C@H](N(C1)C(CN1C[C@@H](CC1)NC1=CC=NC2=CC=C(C=C12)F)=O)C#N (2S,4S)-4-fluoro-1-[2-[(3R)-3-[(6-fluoro-4-quinolyl)amino]pyrrolidin-1-yl]acetyl]pyrrolidine-2-carbonitrile